3-(3-(1H-pyrrolo[2,3-b]pyridin-5-yl)phenyl)-N-(2-fluoro-5-(trifluoromethyl)phenyl)acrylamide N1C=CC=2C1=NC=C(C2)C=2C=C(C=CC2)C=CC(=O)NC2=C(C=CC(=C2)C(F)(F)F)F